C(C(C)C)OC1=C(C(=CC=C1)OC)B(O)O 2-ISOBUTOXY-6-METHOXYPHENYLBORONIC ACID